NC1=CC=C(C(=N1)OC[C@@H]1N(CCC1)C1=C(C=C2C(C(=CN(C2=C1)C=1C=NC(=CC1)N1CC(C1)N(C)C)C(=O)O)=O)Cl)Cl |r| rac-(R)-7-(2-(((6-amino-3-chloropyridin-2-yl)oxy)methyl)pyrrolidin-1-yl)-6-chloro-1-(6-(3-(dimethyl-amino)azetidin-1-yl)pyridin-3-yl)-4-oxo-1,4-dihydro-quinoline-3-carboxylic acid